2-Chloro-thiophenol ClC1=C(C=CC=C1)S